C1(=CC=C(C=C1)C)C(O)C(O)CO cresyl-glycerol